ClC1=CC=C(OC2=C(C=C(C=C2F)S(=O)(=O)N2[C@@]3(CN(C[C@H]2CC3)C(=O)N3CCOCC3)C(=O)NO)F)C=C1 |o1:17,21| rel-(1S,5R)-8-((4-(4-chlorophenoxy)-3,5-difluorophenyl)sulfonyl)-N-hydroxy-3-(morpholine-4-carbonyl)-3,8-diazabicyclo[3.2.1]octane-1-carboxamide